3-(sec-butyl)-4-(2H-tetrazol-5-yl)-1,3,4,5-tetrahydro-2H-benzo[1,4]diazepin-2-one C(C)(CC)C1C(NC2=C(CN1C=1N=NNN1)C=CC=C2)=O